7-[2-(3-methyl-3-azabicyclo[3.1.0]hexane-1-yl)ethynyl]-N-[3-methyl-4-([1,2,4]triazolo[1,5-a]pyridin-7-yloxy)phenyl]-6-nitro-quinazolin-4-amine CN1CC2(CC2C1)C#CC1=C(C=C2C(=NC=NC2=C1)NC1=CC(=C(C=C1)OC1=CC=2N(C=C1)N=CN2)C)[N+](=O)[O-]